3-(4-diethylamino-2-ethoxyphenyl)-3-(1-octyl-2-methylindole-3-yl)-4-azaphthalide C(C)N(C1=CC(=C(C=C1)C1(OC(=O)C2=CC=CN=C12)C1=C(N(C2=CC=CC=C12)CCCCCCCC)C)OCC)CC